4-(((5,6,7,8-tetrachloronaphthalen-1-yl)amino)methyl)benzyl alcohol ClC1=C2C=CC=C(C2=C(C(=C1Cl)Cl)Cl)NCC1=CC=C(CO)C=C1